C(C)(C)(C)OC(=O)N(C(OC(C)(C)C)=O)C1=NC=C(C=C1)OC1=CC=NC2=CN=C(C=C12)C=1CCN(CC1)C tert-butyl N-tert-butoxycarbonyl-N-[5-[[6-(1-methyl-3,6-dihydro-2H-pyridin-4-yl)-1,7-naphthyridin-4-yl]oxy]-2-pyridyl]carbamate